(E)-N-(4-((4-(pyridin-3-yl)-4-styrylpiperidin-1-yl)methyl)phenyl)acetamide N1=CC(=CC=C1)C1(CCN(CC1)CC1=CC=C(C=C1)NC(C)=O)\C=C\C1=CC=CC=C1